ClC=1C=C(C=CC1O)/C=C/C(=O)C1=CC=C(C=C1)F (E)-3-(3-Chloro-4-hydroxyphenyl)-1-(4-fluorophenyl)prop-2-en-1-one